C(C)(C)(C)C=1C=CC=2C(C3=CC=C(C=C3NC2C1)OCC)(C)C 3-(tert-butyl)-6-ethoxy-9,9-dimethyl-9,10-dihydroacridine